O1CCN(CC1)C=1C=C2C(=NC1)NC=C2C2=CC=NC=C2 4-(5-morpholino-1H-pyrrolo[2,3-b]pyridin-3-yl)pyridin